Dimethylene Glycol Monobutyl Ether C(CCC)OCCO